(E)-N-(3-imino-3-(methoxyamino)propyl)-4-(4-(4-(3-methoxystyryl)benzoylamino)-1-methyl-1H-pyrrole-2-carboxamido)-1-methyl-1H-pyrrole-2-carboxamide N=C(CCNC(=O)C=1N(C=C(C1)NC(=O)C=1N(C=C(C1)NC(C1=CC=C(C=C1)\C=C\C1=CC(=CC=C1)OC)=O)C)C)NOC